CS(=O)(=O)N1C2(CC3=CC=CC(=C13)NC1=NC(=NC=C1)N)CC2 N4-(1'-(methylsulfonyl)spiro[cyclopropane-1,2'-indoline]-7'-yl)pyrimidine-2,4-diamine